COC1=C(C=C(C(=C1)N1CCOCC1)[N+](=O)[O-])NC(=N)N 1-(2-methoxy-4-morpholino-5-nitrophenyl)guanidine